fluoromalonate FC(C(=O)[O-])C(=O)[O-]